O=C(CCCCCNC(CCCC(=O)N)=O)NCCO[C@H]1O[C@@H]([C@H]([C@@H]([C@@H]1O)O)O)CO N1-(6-oxo-6-((2-(((2S,3S,4S,5S,6R)-3,4,5-trihydroxy-6-(hydroxymethyl)tetrahydro-2H-pyran-2-yl)oxy)ethyl)amino)hexyl)pentanediamide